(2R)-N-[2-(1-benzylpiperidin-4-yl)ethyl]-2-methyl-4-(6-methylpyridin-3-yl)piperazine-1-carboxamide C(C1=CC=CC=C1)N1CCC(CC1)CCNC(=O)N1[C@@H](CN(CC1)C=1C=NC(=CC1)C)C